(2R,3R)-3-METHYLHEX-5-EN-2-OL C[C@@H]([C@@H](C)O)CC=C